4-pyridylthiourea hydrochloride Cl.N1=CC=C(C=C1)NC(=S)N